4-(2'-fluoro-[1,1'-biphenyl]-4-yl)-N-(6-(trifluoromethyl)pyridin-3-yl)butanamide FC1=C(C=CC=C1)C1=CC=C(C=C1)CCCC(=O)NC=1C=NC(=CC1)C(F)(F)F